2-oxo-3-(4-(trifluoromethyl)-2,3-dihydrofuro[2,3-b]pyridin-6-yl)imidazolidine-4-carboxamide O=C1NCC(N1C1=CC(=C2C(=N1)OCC2)C(F)(F)F)C(=O)N